N-(1-(5-(3-cyano-6-(2-hydroxy-2-methylpropoxy)pyrazolo[1,5-a]pyridin-4-yl)pyridin-2-yl)-4-methylpiperidin-4-yl)-5-fluoro-2-methoxybenzamide C(#N)C=1C=NN2C1C(=CC(=C2)OCC(C)(C)O)C=2C=CC(=NC2)N2CCC(CC2)(C)NC(C2=C(C=CC(=C2)F)OC)=O